C(C)(C)N1CCC(CC1)N1C=2C3=C(NN=C3CCC1=O)C=CN2 6-(1-isopropylpiperidin-4-yl)-2,6,8,9-tetrahydro-7H-1,2,5,6-tetraazabenzo[cd]azulen-7-one